CC1(COC1)COCC(CCCC)CC 3-methyl-3-(2-ethylhexoxymethyl)oxetane